C(CCCCCCCCCC)S n-Undecanthiol